CS(=O)(=O)O.FC1=C(C=CC(=C1)F)C1(CN2N=CN=C2)CO1 1-[2-(2,4-Difluorophenyl)-2,3-epoxypropyl]-1H-1,2,4-triazole methanesulfonate